4-butyl-1,3,5-triazin C(CCC)C1=NC=NC=N1